2-nitro-5-(perfluorophenoxy)benzenesulfonamide [N+](=O)([O-])C1=C(C=C(C=C1)OC1=C(C(=C(C(=C1F)F)F)F)F)S(=O)(=O)N